6-[(7-oxo-6,8-dihydro-5H-1,8-naphthyridin-4-yl)oxy]Chroman-3-carboxamide O=C1CCC=2C(=CC=NC2N1)OC=1C=C2CC(COC2=CC1)C(=O)N